N(=[N+]=[N-])C1CN(CC1O[Si](C)(C)C)C(=O)[O-] 3-azido-4-((trimethylsilyl)oxy)pyrrolidine-1-carboxylate